ClC1=C(C(=O)NN)C=C(C(=C1)O)O 2-chloro-4,5-dihydroxybenzoyl-hydrazine